(S)-N-(8,9-difluoro-6-oxo-1,4,5,6-tetrahydro-2H-pyrano[3,4-c]isoquinolin-1-yl)-6-(difluoromethyl)-N-methyl-indolizine-2-carboxamide FC=1C(=CC=2C3=C(NC(C2C1)=O)COC[C@H]3N(C(=O)C=3C=C1C=CC(=CN1C3)C(F)F)C)F